CC1([C@@H]2[C@H](CN1S(=O)(=O)C)CN(C2)C2=CC(=CC=1N2C=NC1)C(F)(F)F)C |r| Racemic-5-((3aR,6aS)-4,4-dimethyl-5-(methylsulfonyl)hexa-hydropyrrolo[3,4-c]pyrrol-2(1H)-yl)-7-(trifluoromethyl)imidazo[1,5-a]pyridine